1-N-[4-[7-(1-cyclopropylpyrazol-4-yl)quinolin-4-yl]Oxyphenyl]-1-N'-(4-fluorophenyl)cyclopropane-1,1-dicarboxamide hydrochloride Cl.C1(CC1)N1N=CC(=C1)C1=CC=C2C(=CC=NC2=C1)OC1=CC=C(C=C1)NC(=O)C1(CC1)C(=O)NC1=CC=C(C=C1)F